C1(CCC1)OC1=CN=CC=N1 6-cyclobutoxypyrazin